FC1=C(C(=C(C#N)C=C1)N1CCC(CC1)C1=NN=CN1C)C=1C=NC(=CC1)F 4-fluoro-3-(6-fluoropyridin-3-yl)-2-[4-(4-methyl-4H-1,2,4-triazol-3-yl)piperidin-1-yl]benzonitrile